N-(5-(3-chlorobenzyl)pyridin-2-yl)-1-ethyl-1H-pyrazole-3-carboxamide ClC=1C=C(CC=2C=CC(=NC2)NC(=O)C2=NN(C=C2)CC)C=CC1